1,2,9,10-decanetetracarboxylate C(C(CCCCCCC(CC(=O)[O-])C(=O)[O-])C(=O)[O-])C(=O)[O-]